1-(1-methyl-4-(trifluoromethyl)-1H-imidazol-2-yl)piperidine-4-carboxylic acid ethyl ester C(C)OC(=O)C1CCN(CC1)C=1N(C=C(N1)C(F)(F)F)C